(3R,5R)-3-amino-5-fluoropiperidine N[C@H]1CNC[C@@H](C1)F